(R)-4-((1-(3-(1,1-difluoroethyl)-2-fluorophenyl)ethyl)amino)-2-methyl-6-(tetrahydro-2H-pyran-4-yl)-2,6-dihydropyrido[3,4-d]pyridazine-1,7-dione FC(C)(F)C=1C(=C(C=CC1)[C@@H](C)NC1=NN(C(C=2C1=CN(C(C2)=O)C2CCOCC2)=O)C)F